4-[5-{[(3R)-1-methylpiperidin-3-yl]methoxy}-8-(8-methyl-5,6,7,8-tetrahydro-1,8-naphthyridin-3-yl)imidazo[1,2-c]pyrimidin-7-yl]benzonitrile CN1C[C@@H](CCC1)COC1=NC(=C(C=2N1C=CN2)C=2C=NC=1N(CCCC1C2)C)C2=CC=C(C#N)C=C2